Cl.N[C@H](C(=O)NC)C (S)-2-amino-N-methylpropanamide hydrochloride